S(=O)(=O)(N1C=NC=C1)N1C=NC=C1 sulfonylbis(1H-imidazole)